1-[2-(1-methyl-1H-pyrazol-4-yl)-4-(trifluoromethyl)phenyl]pyrido[3,4-d]pyridazin-4-amine formate C(=O)O.CN1N=CC(=C1)C1=C(C=CC(=C1)C(F)(F)F)C1=C2C(=C(N=N1)N)C=NC=C2